(R*)-2-[1-(1-benzyl-6-fluoro-indolin-5-yl)-2-nitroethyl]malonic acid dimethyl ester COC(C(C(=O)OC)[C@@H](C[N+](=O)[O-])C=1C=C2CCN(C2=CC1F)CC1=CC=CC=C1)=O |o1:8|